ethane-d5 [2H]C([2H])C([2H])([2H])[2H]